3-((4,4-difluorocyclohexyl)amino)-5-methylbenzothioamide FC1(CCC(CC1)NC=1C=C(C(N)=S)C=C(C1)C)F